tert-butyl (E)-2-(((Z)-5-bromo-3-(2-fluorobenzyl)pyrazin-2(1H)-ylidene)amino)-3-(furan-2-yl)acrylate BrC=1N=C(/C(/NC1)=N/C(/C(=O)OC(C)(C)C)=C/C=1OC=CC1)CC1=C(C=CC=C1)F